C(C)(C)(C)N1CCC(CC1)N1N=CC(=C1)C1=NC(=C(N=C1)N)C1=NN(C(C=C1)=O)C1=C(C(=CC=C1F)OC)Cl tert-butyl-4-(4-(5-amino-6-(1-(2-chloro-6-fluoro-3-methoxyphenyl)-6-oxo-1,6-dihydropyridazin-3-yl)pyrazin-2-yl)-1H-pyrazol-1-yl)piperidine